3,5-difluoro-4-hydroxy-N-({(1r,4r)-4-[6-(2-methoxypyridin-4-yl)-2H-indazol-2-yl]cyclohexyl}methyl)benzamide, trifluoroacetate salt FC(C(=O)O)(F)F.FC=1C=C(C(=O)NCC2CCC(CC2)N2N=C3C=C(C=CC3=C2)C2=CC(=NC=C2)OC)C=C(C1O)F